(8-chloro-3-cyano-4-(neopentylamino) quinolin-6-yl) carbamate trifluoroacetate FC(C(=O)O)(F)F.C(N)(OC=1C=C2C(=C(C=NC2=C(C1)Cl)C#N)NCC(C)(C)C)=O